N-[(1R,3S)-3-{[6-chloro-2-(trifluoromethyl)quinolin-4-yl]amino}cyclohexyl]benzamide tert-butyl-2-(2-(2-(4-(3-amino-6-chloropyridazin-4-yl)-1H-pyrazol-1-yl)ethoxy)ethoxy)acetate C(C)(C)(C)OC(COCCOCCN1N=CC(=C1)C1=C(N=NC(=C1)Cl)N)=O.ClC=1C=C2C(=CC(=NC2=CC1)C(F)(F)F)N[C@@H]1C[C@@H](CCC1)NC(C1=CC=CC=C1)=O